N-[6-(5-fluoro-3-pyridyl)-2-(trifluoromethyl)-3-pyridyl]-1-oxo-1,3-thiazolidine-3-carboxamide FC=1C=C(C=NC1)C1=CC=C(C(=N1)C(F)(F)F)NC(=O)N1CS(CC1)=O